methyl (5E)-6-[(cyclopropylmethyl)-carbamoyl]hex-5-enoate C1(CC1)CNC(=O)/C=C/CCCC(=O)OC